C(C1=CC=CC=C1)OC(=O)N1[C@H](CC[C@H]1COS(=O)(=O)C1=CC=C(C)C=C1)COS(=O)(=O)C1=CC=C(C)C=C1 cis-2,5-bis(p-toluenesulfonyloxymethyl)pyrrolidine-1-carboxylic acid benzyl ester